beta-cedrene C[C@@H]1CC[C@@H]2[C@]13CCC(=C)[C@H](C3)C2(C)C